C1(=C(C(=CC2=CC=CC=C12)C(=O)O)C(=O)O)C1=CC=CC2=CC=CC=C12 Binaphthalenedicarboxylic acid